(3R,4S)-1-(1-((5-Chloropyrimidin-2-yl)methyl)-5-fluoro-1H-benzo[d]imidazol-2-yl)-4-fluoropiperidin-3-amine ClC=1C=NC(=NC1)CN1C(=NC2=C1C=CC(=C2)F)N2C[C@H]([C@H](CC2)F)N